benzyl (R)-(2-(oxetane-3-carbonyl)-2-azaspiro[3.4]octan-6-yl)carbamate O1CC(C1)C(=O)N1CC2(C1)C[C@@H](CC2)NC(OCC2=CC=CC=C2)=O